1-(9Z-tetradecenoyl)-2-heptadecanoyl-glycero-3-phosphocholine CCCCCCCCCCCCCCCCC(=O)O[C@H](COC(=O)CCCCCCC/C=C\CCCC)COP(=O)([O-])OCC[N+](C)(C)C